4-chloro-(S)-3-hydroxybutyric acid methyl ester COC(C[C@@H](CCl)O)=O